7-cyclobutyl-5,6,7,8-tetrahydroimidazo[1,2-a]Pyrazine-2-carboxylic acid benzyl ester C(C1=CC=CC=C1)OC(=O)C=1N=C2N(CCN(C2)C2CCC2)C1